C(C1=CC=CC=C1)(C1=CC=CC=C1)[Hf](C1=C(C=CC=2C3=CC=C(C=C3CC12)C(C)(C)C)C(C)(C)C)C1C=CC=C1 benzhydryl-(cyclopentadienyl)(2,7-di-t-butylfluorenyl)hafnium